C(C1=CC=CC=C1)N1C2=CC=CC=C2C=2C=C(N=C(C12)C1=C(C=CC=C1)Cl)\C=N\NC=1C(N=C2C=CC=CC12)=O 3-(((E)-(9-benzyl-1-(2-chlorophenyl)-β-carbolin-3-yl)methylene)hydrazino)indol-2-one